COC=1C=C(\C=C/2\C(N(C(C2)=O)CCCCCCC(=O)OCC)=O)C=C(C1OC)OC ethyl (E)-7-(3-(3,4,5-trimethoxybenzylidene)-2,5-dioxopyrrolidinyl)heptanoate